N-(4-(N,N-bis(4-methoxybenzyl)sulfamoyl)-3-chloro-1-(4-fluorophenyl)-1H-indazol-6-yl)-2-(2-chlorophenyl)acetamide COC1=CC=C(CN(S(=O)(=O)C2=C3C(=NN(C3=CC(=C2)NC(CC2=C(C=CC=C2)Cl)=O)C2=CC=C(C=C2)F)Cl)CC2=CC=C(C=C2)OC)C=C1